CN(C(=O)C=1C=C2C(=NC1)N(C(=C2C=2C=NC=C(C2)C2=CC=C(C=C2)N2C(CCC2)=O)C)C)C N,N,1,2-tetramethyl-3-(5-(4-(2-oxopyrrolidin-1-yl)phenyl)pyridin-3-yl)-1H-pyrrolo[2,3-b]pyridine-5-carboxamide